1-cyclohexyl-2-(4-(4-methoxyphenyl)-6-(3-nitrophenyl)pyrimidin-2-yl)guanidine hydrochloride Cl.C1(CCCCC1)NC(=NC1=NC(=CC(=N1)C1=CC=C(C=C1)OC)C1=CC(=CC=C1)[N+](=O)[O-])N